1-(2-chloro-3-fluoropyridin-4-yl)-1H-1,2,3-triazole-4-carbaldehyde ClC1=NC=CC(=C1F)N1N=NC(=C1)C=O